Cl.Cl.Cl.N1CCC(CC1)N1CC(C1)N1CCN(CC1)C1=CC=C(C=C1)N1C(NC(CC1)=O)=O 1-(4-(4-(1-(Piperidin-4-yl)azetidin-3-yl)piperazin-1-yl)phenyl)dihydropyrimidine-2,4(1H,3H)-dione trihydrochloride